Tert-butyl N-[4-[4-[1-(2,6-dioxo-3-piperidyl)-3-methyl-2-oxo-benzimidazol-4-yl]butoxy] butyl]-N-methyl-carbamate O=C1NC(CCC1N1C(N(C2=C1C=CC=C2CCCCOCCCCN(C(OC(C)(C)C)=O)C)C)=O)=O